FC(C1=C(NC)C(=CC(=C1)B1OC(C(O1)(C)C)(C)C)[N+](=O)[O-])F 2-(difluoromethyl)-N-methyl-6-nitro-4-(4,4,5,5-tetramethyl-1,3,2-dioxaborolan-2-yl)aniline